tert-butyl ((RS)-(2-(((1R,3R)-3-(2-((tert-butyldiphenylsilyl)oxy)ethyl)cyclohexyl)oxy)-6-methylpyridin-3-yl)sulfinyl)carbamate [Si](C1=CC=CC=C1)(C1=CC=CC=C1)(C(C)(C)C)OCC[C@@H]1C[C@@H](CCC1)OC1=NC(=CC=C1[S@@](=O)NC(OC(C)(C)C)=O)C |&1:33|